4-amino-8-(cis-4-aminocyclohexyloxy)spiro[benzo[h]quinazolin-5,1'-cyclopentane]-6-one oxime NC1=NC=NC=2C3=C(C(C4(CCCC4)C12)=NO)C=C(C=C3)O[C@@H]3CC[C@@H](CC3)N